OC=1C=C(C=CC1)C#CC1=C(C(=O)N2CCN(CC2)C2=CC=C(N=N2)C(=O)NCCC)C=CC=C1 6-[4-[2-[2-(3-Hydroxyphenyl)ethynyl]benzoyl]piperazin-1-yl]-N-propylpyridazine-3-carboxamide